di-hydrogen carbonate C(O)(O)=O